ClC=1C(=C2C=NNC2=C(C1F)\C=C\C)C=1N=CC=2N(C1)C=C(N2)NC(=O)C2C(C2)F N-(6-(5-chloro-6-fluoro-7-((E)-prop-1-en-1-yl)-1H-indazol-4-yl)imidazo[1,2-a]pyrazin-2-yl)-2-fluorocyclopropane-1-carboxamide